benzyl alaninate N[C@@H](C)C(=O)OCC1=CC=CC=C1